C(C1=CC=CC=C1)(=O)C=1C=C(NC1)C(=O)O 4-benzoyl-1H-pyrrole-2-carboxylic acid